3-chloro-N,N-dimethyl-propan-1-amine ClCCCN(C)C